2''-(difluoromethyl)-3-fluoro-N-(8H-indeno[1,2-d]thiazol-2-yl)-5''-methoxy-2-oxo-2H-[1,2':4',4''-terpyridin]-5'-carboxamide FC(C1=NC=C(C(=C1)C1=CC(=NC=C1C(=O)NC=1SC2=C(N1)C=1C=CC=CC1C2)N2C(C(=CC=C2)F)=O)OC)F